C1(=CC=C(C=C1)C(CC1=NC(=NC(=N1)N[C@@H](CO)CC(C)C)NS(=O)(=O)C)C)C1=CC=CC=C1 N-(4-(2-([1,1'-biphenyl]-4-yl)propyl)-6-(((R)-1-hydroxy-4-methylpent-2-yl)amino)-1,3,5-triazin-2-yl)methanesulfonamide